benzyl (R)-3-(((3-bromo-6-(methoxycarbonyl)pyridin-2-yl)oxy)methyl)piperazine-1-carboxylate BrC=1C(=NC(=CC1)C(=O)OC)OC[C@H]1CN(CCN1)C(=O)OCC1=CC=CC=C1